N1=C(N=CC=C1)C#CC=1C=C(C=CC1)NC(=O)C12CC3CC(CC(C1)C3)C2 N-[3-(2-pyrimidin-2-ylethynyl)phenyl]adamantane-1-carboxamide